1,3-bis-[2-(3,5-dimethyl-4-hydroxyphenyl)-2-propyl]-benzene CC=1C=C(C=C(C1O)C)C(C)(C)C1=CC(=CC=C1)C(C)(C)C1=CC(=C(C(=C1)C)O)C